CC1=C(OC2=CC(=C(C=C2)O)C(=C)C)C(=CC(=C1)[N+](=O)[O-])C 4-(2,6-dimethyl-4-nitrophenoxy)-2-(isopropenyl)phenol